3-ethoxybenzene-1-sulfonamide C(C)OC=1C=C(C=CC1)S(=O)(=O)N